CC1=CC(=C(C(=C1)C(C)C1=CC=CC=C1)N1C(N(C2=C1C1=CC=CC3=CC=CC2=C13)C1=C(C=C(C=C1C(C)C1=CC=CC=C1)C)C(C)C1=CC=CC=C1)=N)C(C)C1=CC=CC=C1 7,9-bis(4-methyl-2,6-bis(1-phenylethyl)phenyl)-7,9-dihydro-8H-acenaphtho[1,2-d]Imidazole-8-imine